tert-butyl 2-[(3-chloro-2-fluorophenyl) methyl]-4,4-difluoro-3-hydroxypyrrolidine-1-carboxylate ClC=1C(=C(C=CC1)CC1N(CC(C1O)(F)F)C(=O)OC(C)(C)C)F